COC(=O)C=1N2C(C3=CC(=CC=C3C1O)N1CCOCC1)=NC=N2.CC(CC2=CC=CC=C2)(C)OCC=C (2-methyl-2-(2-propenoxy)propyl)benzene methyl-6-hydroxy-9-morpholino-[1,2,4]triazolo[5,1-a]isoquinoline-5-carboxylate